Decafluorocyclohexanone FC1(C(C(C(C(C1=O)(F)F)(F)F)(F)F)(F)F)F